FC1=C(C=C(C=C1C)C1=C(C=C(C=C1C)C(F)(F)F)O)CCC(=O)[O-] 3-[4-fluoro-2'-hydroxy-5,6'-dimethyl-4'-(trifluoromethyl)-[1,1'-biphenyl]-3-yl]propanoate